triethoxy(10-isocyanatodecyl)silane C(C)O[Si](CCCCCCCCCCN=C=O)(OCC)OCC